5-Chloro-N4-(2-dimethylphosphorylphenyl)-N2-(4-methoxy-2-morpholinyl-phenyl)pyrimidine-2,4-diamine ClC=1C(=NC(=NC1)NC1=C(C=C(C=C1)OC)N1CCOCC1)NC1=C(C=CC=C1)P(=O)(C)C